CC1=NN(C(=C1CCC(=O)N1CCN(CC1)CC1=CC(=CC=C1)OC)C)C=1C=CC=2N(N1)C(=NN2)C 3-(3,5-dimethyl-1-(3-methyl-[1,2,4]triazolo[4,3-b]pyridazin-6-yl)-1H-pyrazol-4-yl)-1-(4-(3-methoxybenzyl)piperazin-1-yl)propan-1-one